cobalt propionate C(CC)(=O)[O-].[Co+2].C(CC)(=O)[O-]